CS(=O)(=O)O.C1(CC1)N1C=C(C(C2=CC(=C(C=C12)N1[C@@H]2CN([C@H](C1)C2)C)F)=O)C(=O)O 1-cyclopropyl-6-fluoro-7-[(1S,4S)-5-methyl-2,5-diazabicyclo[2.2.1]heptan-2-yl]-1,4-dihydro-4-oxoquinoline-3-carboxylic acid methanesulfonate